C(C)(C)(C)C1=CC=2C(=NC(=CN2)[C@H]2CCC[C@H]([C@@H](N2)CO)C2CCC2)N1C [(2R,3S,7R)-7-(6-tert-butyl-5-methyl-pyrrolo[2,3-b]pyrazin-3-yl)-3-cyclobutyl-azepan-2-yl]methanol